O=C1NC(CCC1N1C(N(C2=C1C=CC=C2C#CCN2CC1COCC(C2)N1C(=O)OC(C)(C)C)C)=O)=O tert-butyl 7-[3-[1-(2,6-dioxo-3-piperidyl)-3-methyl-2-oxo-benzimidazol-4-yl]prop-2-ynyl]-3-oxa-7,9-diazabicyclo[3.3.1]nonane-9-carboxylate